CN1N=C(C(=C1)C([2H])([2H])[2H])C(=NO)C1(CCCC1)C (1-Methyl-4-(methyl-d3)-1H-pyrazol-3-yl)(1-methylcyclopentyl)methanone oxime